[Si](C)(C)(C(C)(C)C)OCC1=NN(N=C1)C1=NC=C(C=N1)OCC1=C(C=CC=C1C(F)(F)F)C 2-(4-{[(tert-butyldimethylsilyl)oxy]methyl}-1,2,3-triazol-2-yl)-5-{[2-methyl-6-(trifluoromethyl)phenyl]methoxy}pyrimidine